7-isopropoxy-1H-imidazo[4,5-d]pyridazin-4-amine C(C)(C)OC=1N=NC(=C2C1NC=N2)N